COC(C(CCNC(=O)OC(C)(C)C)(C(=O)N1CCCC1)C)=O methyl-4-((tert-Butoxycarbonyl)amino)-2-(pyrrolidine-1-carbonyl)butanoic acid methyl ester